tert-butyl (4-(imidazo[1,2-b]pyridazin-8-yl)-2-methylbenzyl)carbamate N=1C=CN2N=CC=C(C21)C2=CC(=C(CNC(OC(C)(C)C)=O)C=C2)C